NCCCN(C(OC(C)(C)C)=O)CC(F)(F)F Tert-butyl (3-aminopropyl)(2,2,2-trifluoroethyl)carbamate